Ethyl (E)-4-{4-[7-chlorodibenzo[b,e][1,4]oxazepin-5(11H)-yl]butylamino}but-2-enoate maleate C(\C=C/C(=O)O)(=O)O.ClC1=CC2=C(OCC3=C(N2CCCCNC/C=C/C(=O)OCC)C=CC=C3)C=C1